FC12CC(C1)(C2)C(=O)ON2C(C1=CC=CC=C1C2=O)=O 1,3-dioxoisoindol-2-yl 3-fluorobicyclo[1.1.1]pentane-1-carboxylate